[NH4+].C(CCCCCCCCCCCCCCC)C1=C(C(C)(C)C)C=CC(=C1)S(=O)(=O)O hexadecyltrimethyl-p-toluenesulfonic acid ammonium